germanium tin gallium [Ga].[Sn].[Ge]